7-diethylamino-4-methyl-3-[4-(2-phenanthro[9,10-d]imidazolyl)phenyl]coumarin C(C)N(C1=CC=C2C(=C(C(OC2=C1)=O)C1=CC=C(C=C1)C=1NC2=C(N1)C1=CC=CC=C1C=1C=CC=CC12)C)CC